ClC=1N=CC2=C(N1)N(C=C2)[C@H]2C[C@@H](CCC2)O (1R,3R)-3-(2-chloro-7H-pyrrolo[2,3-d]pyrimidin-7-yl)cyclohexan-1-ol